CC1=C(C(NC(=C1)C)=O)CNC(=O)C=1C(=C(N2C=C(C=C2C1)C1=CC(=C(C(=C1)OC)OC)OC)C(C)N1CCC(CC1)N(C)C)C N-((4,6-dimethyl-2-oxo-1,2-dihydropyridin-3-yl)methyl)-5-(1-(4-(dimethylamino)piperidin-1-yl)ethyl)-6-methyl-2-(3,4,5-trimethoxyphenyl)-indolizine-7-carboxamide